C(CC)S(=O)(=O)O propane-1-sulfonic acid